FC=1C=NN(C1)C1=CC=C(C=N1)CC1N(CC=CC1)C(=O)N ((6-(4-fluoro-1H-pyrazol-1-yl)pyridin-3-yl)methyl)-3,6-dihydropyridine-1(2H)-carboxamide